2-mercapto-6-methyl-3-tosylpyrimidin SC1N=C(C=CN1S(=O)(=O)C1=CC=C(C)C=C1)C